L-alanine disodium salt [Na+].[Na+].N[C@@H](C)C(=O)[O-].N[C@@H](C)C(=O)[O-]